C(CCCCCCC\C=C/C\C=C/CCCCC)(=O)OCCCCCCCCCCCCCCCCCCCCCCCCCCC heptacosyl linoleate